C(CCCCCCCCC\C=C/CCCCCCCC)(=O)[O-].[La+3].C(CCCCCCCCC\C=C/CCCCCCCC)(=O)[O-].C(CCCCCCCCC\C=C/CCCCCCCC)(=O)[O-] lanthanum gondoate